ClC1=C(C(=C2N1CCN(C2)C(=O)NCCC(C)C)C(=O)N)C2=CC=CC=C2 6-chloro-N2-(3-methylbutyl)-7-phenyl-3,4-dihydropyrrolo[1,2-a]pyrazine-2,8(1H)-dicarboxamide